(R)-3-hydroxy-N,N-dimethyl-2-((2-oxo-4-(o-tolyl)-2H-chromen-7-yl)oxy)propenamide OC=C(C(=O)N(C)C)OC1=CC=C2C(=CC(OC2=C1)=O)C1=C(C=CC=C1)C